3-Methyl-2-butene-1-thiol CC(=CCS)C